Methyl (2S,5R)-5-[[2-(4-chlorophenoxy)acetyl]amino]tetrahydropyran-2-carboxylate ClC1=CC=C(OCC(=O)N[C@@H]2CC[C@H](OC2)C(=O)OC)C=C1